C(C)OC(=O)C1=C(N=C(S1)NC1=NC(=CC(=N1)C1=CC=C(C=C1)C(NCC1=CC=NC=C1)=O)N1CCC(CC1)O)C 2-[4-[4-(pyridin-4-ylmethylcarbamoyl)-phenyl]-6-(4-hydroxy-piperidin-1-yl)-pyrimidin-2-ylamino]-4-methyl-5-thiazolecarboxylic acid ethyl ester